6-(2-isobutyl-7H-pyrrolo[2,3-d]pyrimidin-5-yl)-1-methyl-1H-benzo[d][1,2,3]triazole C(C(C)C)C=1N=CC2=C(N1)NC=C2C=2C=CC1=C(N(N=N1)C)C2